3-(2-(5-(4,4-difluoropiperidine-1-carbonyl)pyridin-2-yl)-2H-indazol-5-yl)oxazolidin-2-one FC1(CCN(CC1)C(=O)C=1C=CC(=NC1)N1N=C2C=CC(=CC2=C1)N1C(OCC1)=O)F